N-(1-(2-(2-methoxyethoxy)ethyl)-3-(pyridin-2-yl)-1H-pyrazol-4-yl)-2'-methyl-[2,4'-bipyridine]-6-carboxamide COCCOCCN1N=C(C(=C1)NC(=O)C1=CC=CC(=N1)C1=CC(=NC=C1)C)C1=NC=CC=C1